[Se](=O)(=O)([O-])C#N.[K+] potassium cyanoselenate